C(CCCCCCCCCCCCCCC)C([C@@]1([C@]([C@@]([C@](C(O)(O1)CCCCCCCCCCCCCCCC)(N(CCCCCCCCCCCCCCCC)CCCCCCCCCCCCCCCC)CCCCCCCCCCCCCCCC)(O)CCCCCCCCCCCCCCCC)(O)CCCCCCCCCCCCCCCC)CCCCCCCCCCCCCCCC)(O)CCCCCCCCCCCCCCCC noNacetyl-D-glucosamine